C(C)C(CCC=C)C(C(CCC(CCCC)C)C)CC 5,6-diethyl-7,10-dimethyl-tetradecene